C(C)OP(=O)(NCCC1=[NH+]C=CC=C1)CC1=CC=C(N)C=C1 4-{[ethoxy([2-(pyridinium-2-yl)ethyl]amino)-phosphoryl]methyl}aniline